5-(2-Aminopyridin-4-yl)-7-((3-methyloxetan-3-yl)ethynyl)-1H-indazol-3-amine NC1=NC=CC(=C1)C=1C=C2C(=NNC2=C(C1)C#CC1(COC1)C)N